7-(2-(4-(6-fluorobenzo[b]thiophen-4-yl)piperazin-1-yl)ethyl)-1-(2-hydroxyacetyl)-3,4-dihydroquinolin-2(1H)-one FC=1C=C(C2=C(SC=C2)C1)N1CCN(CC1)CCC1=CC=C2CCC(N(C2=C1)C(CO)=O)=O